(5r,8s)-N-(2,4-difluorobenzyl)-8-hydroxy-5,6,7,8-tetrahydroquinoline-5-carboxamide FC1=C(CNC(=O)[C@H]2C=3C=CC=NC3[C@H](CC2)O)C=CC(=C1)F